3-(2-isopropylphenyl)-N-(4-methoxy-6-methylpyridin-3-yl)-1-sulfamoylazetidine-3-carboxamide C(C)(C)C1=C(C=CC=C1)C1(CN(C1)S(N)(=O)=O)C(=O)NC=1C=NC(=CC1OC)C